[N+](=O)([O-])C1=CN=C(S1)NC(=O)C1=CC=CC(=N1)C1=NC=CC=C1 N-(5-nitrothiazol-2-yl)-[2,2'-bipyridine]-6-carboxamide